C1(CC1)N1N=CC(=C1)[C@@H]1OCC[C@@H](C1)C1=NC2=NC(=C(N=C2C(=N1)C1=C(C=C(C=C1)C(F)(F)F)F)C)C 2-((2R,4S)-2-(1-cyclopropyl-1H-pyrazol-4-yl)tetrahydro-2H-pyran-4-yl)-4-(2-fluoro-4-(trifluoromethyl)phenyl)-6,7-dimethylpteridine